4-CYCLOPROPOXY-6-FORMYLPICOLINAMIDE C1(CC1)OC1=CC(=NC(=C1)C=O)C(=O)N